N-(2-chloro-6-fluorophenyl)-4-cyclopropoxy-2-{[1-(1-methylpiperidin-4-yl)-1H-pyrazol-4-yl]amino}pyrimidine-5-carboxamide ClC1=C(C(=CC=C1)F)NC(=O)C=1C(=NC(=NC1)NC=1C=NN(C1)C1CCN(CC1)C)OC1CC1